3-methyl-7-(2-butyn-1-yl)-8-bromo-xanthine CN1C(NC(C=2N(C(=NC12)Br)CC#CC)=O)=O